CC1CCC(N(C1)C(C(=O)NC=1C=NC=C(C(=O)N)C1)=O)C1=CC=2NN=CC2S1 5-(2-(5-methyl-2-(1H-Thieno[3,2-c]Pyrazol-5-yl)piperidin-1-yl)-2-oxoacetamido)Nicotinamide